N-Stearyl-erucamid C(CCCCCCCCCCCCCCCCC)NC(CCCCCCCCCCC\C=C/CCCCCCCC)=O